4,4-Dimethyl-1-[[4-[5-(trifluoromethyl)-1,2,4-oxadiazol-3-yl]phenyl]methyl]pyrrolidin-2-on CC1(CC(N(C1)CC1=CC=C(C=C1)C1=NOC(=N1)C(F)(F)F)=O)C